(3-fluorophenyl)-2-nitroethylene FC=1C=C(C=CC1)C=C[N+](=O)[O-]